5-(2-(3-fluoro-3-(fluoromethyl)azetidin-1-yl)-2-oxoethyl)-3-(4-fluoro-3-(trifluoromethyl)phenyl)thieno[3,2-c]pyridin-4(5H)-one FC1(CN(C1)C(CN1C(C2=C(C=C1)SC=C2C2=CC(=C(C=C2)F)C(F)(F)F)=O)=O)CF